(R)-N-((R)-1-(6-chloro-3-methyl-2-(1-methylcyclopropyl)-4-oxo-3,4-dihydropyrido[3,4-d]pyrimidin-8-yl)ethyl)-2-methylpropane-2-sulfinamide ClC1=CC2=C(N=C(N(C2=O)C)C2(CC2)C)C(=N1)[C@@H](C)N[S@](=O)C(C)(C)C